(1S,2S,3S,6R)-6-(((1-(4-chlorophenyl)cyclopropyl)methyl)amino)-4-(fluoromethyl)cyclohex-4-ene-1,2,3-triol ClC1=CC=C(C=C1)C1(CC1)CN[C@@H]1C=C([C@@H]([C@@H]([C@H]1O)O)O)CF